3-(4-((2-(2,4-difluorophenoxy)benzyl)oxy)phenyl)propanoic acid FC1=C(OC2=C(COC3=CC=C(C=C3)CCC(=O)O)C=CC=C2)C=CC(=C1)F